acryl-piperidine-2-one C(=O)(C=C)N1C(CCCC1)=O